((1S,9S)-9-Ethyl-5-fluoro-9-hydroxy-4-methyl-10,13-dioxo-2,3,9,10,13,15-hexahydro-1H,12H-benzo[de]pyrano[3',4':6,7]indolizino[1,2-b]quinolin-1-yl)carbamic acid 2-hydroxyethyl ester OCCOC(N[C@H]1CCC=2C=3C1=C1C(=NC3C=C(C2C)F)C2=CC3=C(C(N2C1)=O)COC([C@]3(O)CC)=O)=O